6-(4-fluoro-2-methylphenoxy)benzo[d][1,3]dioxolane-5-carboxamide FC1=CC(=C(OC=2C(=CC3=C(OCO3)C2)C(=O)N)C=C1)C